P(=O)(O)(O)OC[C@](N)(C(=O)O)P(=O)(O)O phospho-2-phospho-serine